ClC=1C=NN(C(C1Cl)=O)[C@H](C)C=1NC2=C(N1)C=C(C(=C2)S(=O)(=O)N(C)C)C 2-[(1R)-1-(4,5-dichloro-6-oxo-pyridazin-1-yl)ethyl]-N,N,6-trimethyl-3H-benzimidazole-5-sulfonamide